ClC1=CC(=C(S1)C1=CC=C(C(=N1)C)O[C@@H]1C[C@H](CCC1)C(=O)O)COC(N(C)[C@@H](C)C1CC1)=O (1S,3S)-3-((6-(5-Chloro-3-(((((S)-1-cyclopropylethyl)(methyl)carbamoyl)oxy)methyl)thiophene-2-yl)-2-methylpyridin-3-yl)oxy)cyclohexane-1-carboxylic acid